O1CCOC12CC=C(CC2)C=2N=C1C(=NC2)N=C(S1)NC(=O)C=1C=NC(=CC1C1=CC(=NC=C1OC)Cl)C N-(6-(1,4-dioxaspiro[4.5]dec-7-en-8-yl)thiazolo[4,5-b]pyrazin-2-yl)-2'-chloro-5'-methoxy-6-methyl-[4,4'-bipyridine]-3-carboxamide